glyceryl-amide ethyl-methacrylate C(C)OC(C(=C)C)=O.C(C(O)CO)[NH-]